1,1'-bis(dibenzylphosphino)ferrocene C(C1=CC=CC=C1)P([C-]1C=CC=C1)CC1=CC=CC=C1.[C-]1(C=CC=C1)P(CC1=CC=CC=C1)CC1=CC=CC=C1.[Fe+2]